2-[1-[6-Methyl-4-oxo-2-[(3S)-3-(trifluoromethyl)-1-piperidyl]chromen-8-yl]ethylamino]benzoic acid CC=1C=C2C(C=C(OC2=C(C1)C(C)NC1=C(C(=O)O)C=CC=C1)N1C[C@H](CCC1)C(F)(F)F)=O